ethyl 4-((6-chloro-3-nitropyridin-2-yl)amino)benzoate ClC1=CC=C(C(=N1)NC1=CC=C(C(=O)OCC)C=C1)[N+](=O)[O-]